4-bromo-2-chloro-6-oxo-1,6-dihydropyridine-3-carboxylic acid BrC=1C(=C(NC(C1)=O)Cl)C(=O)O